FC1=CC=C2C(C(NC2=C1F)=O)(C1=CC=C(C=C1)B1OC(C(O1)(C)C)(C)C)CC(C)C 6,7-difluoro-3-isobutyl-3-(4-(4,4,5,5-tetramethyl-1,3,2-dioxaborolan-2-yl)phenyl)indolin-2-one